C(C)(C)(C)OC(=O)C1CC(C1)N1C[C@@H]2N(CC([C@@H]2C1)(F)F)C(=O)OCC1=CC=CC=C1 (cis)-benzyl 5-(3-(tert-butoxycarbonyl) cyclobutyl)-3,3-difluorohexahydropyrrolo[3,4-b]pyrrole-1(2H)-carboxylate